FC(OC1=C(C=CC=C1F)NC(=O)[C@H]1C(N(C[C@@H]1C1=CC(NN1C)Cl)C)=O)F (3S,4R)-N-[2-(difluoromethoxy)-3-fluoro-phenyl]-1-methyl-4-[1-methyl-3-(chloro)-3H-pyrazol-5-yl]-2-oxo-pyrrolidine-3-carboxamide